CS(=O)(=O)C1=CC=CC=C1 p-methylsulfonylbenzol